3-[4-[(2-bromo-4,5-dichloro-imidazol-1-yl)methyl]phenyl]-5-(trifluoromethyl)-1,2,4-oxadiazole BrC=1N(C(=C(N1)Cl)Cl)CC1=CC=C(C=C1)C1=NOC(=N1)C(F)(F)F